C(C1=CC=CC=C1)C=1C=2N(C=C(N1)C1=CC=CC=C1)C(=C(N2)CC=2OC(=C(C2)C)C(C)C)CC(=O)[O-] 8-Benzyl-2-((5-Isopropyl-4-methylfuran-2-yl)methyl)-6-phenylimidazo[1,2-a]pyrazin-3-yl-acetat